(S)-(6-(4-(5-fluoro-2-(4-hydroxytetrahydro-2H-pyran-4-yl)phenyl)piperidin-1-yl)-2-azaspiro[3.4]octan-2-yl)(1-fluorocyclopropyl)methanone Methyl-3,7-dimethyl-2,6-octadienoat COC(C=C(CCC=C(C)C)C)=O.FC=1C=CC(=C(C1)C1CCN(CC1)[C@@H]1CC2(CN(C2)C(=O)C2(CC2)F)CC1)C1(CCOCC1)O